5-(3,4-dichlorophenyl)-7,7-dimethyl-6,7-dihydro-5H-pyrrolo[2,3-b]pyrazine ClC=1C=C(C=CC1Cl)N1CC(C=2C1=NC=CN2)(C)C